C(=O)(C1=CC=C(C=C1)N1C(C=CC1=O)=O)C1=CC=C(C=C1)N1C(C=CC1=O)=O N,N'-carbonylbis(1,4-phenylene)bismaleimide